(S)-N-(5-(1-methyl-4-((pyrrolidin-3-yloxy)methyl)-1H-pyrazol-5-yl)pyrazolo[1,5-a]pyridin-2-yl)cyclopropanecarboxamide CN1N=CC(=C1C1=CC=2N(C=C1)N=C(C2)NC(=O)C2CC2)CO[C@@H]2CNCC2